1-((5-(3'-((7-bromo-2-(difluoromethyl)pyrido[3,2-d]pyrimidin-4-yl)amino)-2-chloro-2'-methyl-[1,1'-biphenyl]-3-yl)-3-methoxypyrazin-2-yl)methyl)piperidine-4-carboxylic acid methyl ester COC(=O)C1CCN(CC1)CC1=NC=C(N=C1OC)C=1C(=C(C=CC1)C1=C(C(=CC=C1)NC=1C2=C(N=C(N1)C(F)F)C=C(C=N2)Br)C)Cl